FC(S(=O)(=O)OCC1(O[C@H](C[C@@H]1O[Si](C)(C)C(C)(C)C)N1C(NC(C=C1)=O)=O)COS(=O)(=O)C(F)(F)F)(F)F [(3S,5R)-3-[(tert-butyldimethylsilyl) oxy]-5-(2,4-dioxo-3H-pyrimidin-1-yl)-2-[(trifluoromethanesulfonyloxy)methyl]oxolan-2-yl]methyl trifluoromethane-sulfonate